(S)-1-(5-(5-((R)-2-(2,5-difluorophenyl)pyrrolidin-1-yl)pyrazolo[1,5-a]pyrimidin-3-yl)-4H-1,2,4-triazol-3-yl)ethan-1-amine FC1=C(C=C(C=C1)F)[C@@H]1N(CCC1)C1=NC=2N(C=C1)N=CC2C=2NC(=NN2)[C@H](C)N